6-(2-(4-(2-(4,4-difluoropiperidin-1-yl)-5-fluoropyrimidin-4-yl)-1H-pyrazol-1-yl)-3-nitrophenyl)-6-azaspiro[2.5]octane FC1(CCN(CC1)C1=NC=C(C(=N1)C=1C=NN(C1)C1=C(C=CC=C1[N+](=O)[O-])N1CCC2(CC2)CC1)F)F